C(C)(C)(C)OC(=O)N1CC(C1)S(N(CC1=CC=C(C=C1)OC)CC1=CC=C(C=C1)OC)(=O)=O 3-(N,N-bis(4-methoxybenzyl)sulfamoyl)azetidine-1-carboxylic acid tert-butyl ester